2,4-tolylenedithioisocyanate CC1=C(C=C(C=C1)SN=C=O)SN=C=O